CC1=CC=C(C=C1)S(=O)(=O)OC1=C(C=C(C=C1)\C=C/1\C(NC2=C(S1)C=CC(=C2)S(=O)(=O)CC2=C(C=CC=C2C)C)=O)[N+](=O)[O-] (Z)-4-((6-((2,6-dimethylbenzyl)sulfonyl)-3-oxo-3,4-dihydro-2H-benzo[b][1,4]thiazin-2-ylidene)methyl)-2-nitrophenyl 4-methylbenzenesulfonate